O1C(=NC2=C1C=CC=C2)C=2N=C(N(C(C2O)=O)C)N2[C@H](C1=CC(=CC=C1CC2)C(=O)N(C)C)C2=C(C=CC=C2)OC (R)-2-(4-(benzo[d]oxazol-2-yl)-5-hydroxy-1-methyl-6-oxo-1,6-dihydropyrimidin-2-yl)-1-(2-methoxyphenyl)-N,N-dimethyl-1,2,3,4-tetrahydroisoquinoline-7-carboxamide